F\C(=C/C=1C=C(C(=O)N[C@@H]2[C@H](CCCC2)O)C=CC1C)\C=1C=NC=C(C1)CN1CCN(CC1)C 3-[(Z)-2-fluoro-2-{5-[(4-methylpiperazin-1-yl)methyl]pyridin-3-yl}vinyl]-N-[(1S,2S)-2-hydroxycyclohexyl]-4-methylbenzamide